[Si](C1=CC=CC=C1)(C1=CC=CC=C1)(C(C)(C)C)OCCN(C1=CC=C(C=O)C=C1)CCO[Si](C1=CC=CC=C1)(C1=CC=CC=C1)C(C)(C)C 4-[Bis[2-[(tert-butyldiphenylsilyl)oxy]ethyl]amino]benzaldehyde